3-(2-methoxyphenyl)-N-(5-(pyrrolidin-3-yloxy)-1,3,4-thiadiazol-2-yl)isonicotinamide COC1=C(C=CC=C1)C1=C(C(=O)NC=2SC(=NN2)OC2CNCC2)C=CN=C1